BrC=1C2=C(C(=NC1)N)C(=CN2C)I 7-Bromo-3-iodo-1-methyl-1H-pyrrolo[3,2-c]pyridin-4-amine